1,2,4-oxadiazole-3-carboxylic acid methyl ester difluoroacetate salt FC(C(=O)O)F.COC(=O)C1=NOC=N1